CC1=C(C=CC=2N1N=C(N2)N[C@H]2CN(CC2)C(=O)C2=CC=C(C=C2)NC(C=C)=O)C=2C=NNC2 (R)-N-(4-(3-((5-Methyl-6-(1H-pyrazol-4-yl)-[1,2,4]triazolo[1,5-a]pyridin-2-yl)amino)pyrrolidine-1-carbonyl)phenyl)acrylamide